O(C1=CC=CC=C1)C1=CC=C(C=C1)[S+](C1=CC=C(C=C1)OC1=CC=CC=C1)C1=CC=C(C=C1)OC1=CC=CC=C1 Tris-(4-phenoxyphenyl)-sulfonium